N-[3-[1-(1H-1,3-benzodiazol-2-yl)imidazo[1,5-a]pyrazin-6-yl]-2,4-difluorophenyl]-5-chloro-2-methoxy-pyridine-3-sulfonamide N1C(=NC2=C1C=CC=C2)C=2N=CN1C2C=NC(=C1)C=1C(=C(C=CC1F)NS(=O)(=O)C=1C(=NC=C(C1)Cl)OC)F